CC1CC2=C(N=CN=C2N2CCNCC2)NC1=O 6-methyl-4-(piperazin-1-yl)-5,8-dihydropyrido[2,3-d]pyrimidin-7(6H)-one